[Na+].C(C=CCCCCCCC)(=O)[O-] 2-decenoic acid sodium salt